3-(3-(4-chloro-3-cyclopropyl-1H-pyrrolo[2,3-b]pyridin-5-yl)phenyl)-1,3,7-triazaspiro[4.4]nonane-2,4-dione ClC1=C2C(=NC=C1C=1C=C(C=CC1)N1C(NC3(C1=O)CNCC3)=O)NC=C2C2CC2